(R,E)-3-phenyl-5-(1-phenylpenta-1,4-dien-3-yl)pyridine C1(=CC=CC=C1)C=1C=NC=C(C1)[C@@H](/C=C/C1=CC=CC=C1)C=C